ethyl 4-hydroxy-3,3-dimethyl-6-oxo-2-[6-(trifluoromethyl)-3-pyridyl]-1,2-dihydropyridine-5-carboxylate OC=1C(C(NC(C1C(=O)OCC)=O)C=1C=NC(=CC1)C(F)(F)F)(C)C